(2S)-2,6-diamino-N-[(1S)-2-(1,3-benzodioxol-5-yl)-1-methyl-ethyl]-N-ethyl-hexanamide dihydrochloride Cl.Cl.N[C@H](C(=O)N(CC)[C@H](CC1=CC2=C(OCO2)C=C1)C)CCCCN